FC1(CC(C1)O[C@@H]([C@@H](C(=O)N1[C@@H]([C@H]2C([C@H]2C1)(C)C)C(=O)O)NC(C(F)(F)F)=O)C)F (1R,2S,5S)-3-[(2S,3R)-3-(3,3-difluorocyclobutoxy)-2-[(2,2,2-trifluoroacetyl)amino]butanoyl]-6,6-dimethyl-3-azabicyclo[3.1.0]hexane-2-carboxylic acid